C(C)(=O)NC=1C=C2C3=C(N(C2=CC1)CC(=O)OCCCC)N=CN=C3N butyl 2-(6-acetamido-4-amino-9H-pyrimido[4,5-b]indol-9-yl)acetate